[1,4]thiazepino[2,3-c]quinolin N1=CC=CSC=2C=NC=3C=CC=CC3C21